C(C=C)(=O)OCCC1OCC1 2-acryloyloxyethyl-oxetane